C1=C(C(=CC2=CC=CC=C12)C(=O)C#N)C1=CC2=CC=CC=C2C=C1C(=O)C#N 2,2'-binaphthyl-3,3'-dicarbonyl cyanide